benzyl 4-(3-((3-(difluoromethyl)-1-(piperidin-4-yl)-1H-pyrazol-4-yl)carbonyl)pyrazolo[1,5-a]pyrimidin-5-yl)piperazine-1-carboxylate FC(C1=NN(C=C1C(=O)C=1C=NN2C1N=C(C=C2)N2CCN(CC2)C(=O)OCC2=CC=CC=C2)C2CCNCC2)F